C(C)[NH+]1CN(CCC1)CC N,N'-diethyltetrahydropyrimidinium